N-(3-Dimethylaminopropyl)-1,4-bis(aminomethyl)-benzol CN(CCCNCC1=CC=C(C=C1)CN)C